C(C1=CC=CC=C1)[C@](C(=O)NC=1C(=NC2=C(C=CC=C2C1)F)C)(CC(C)C)C (R)-2-benzyl-N-(8-fluoro-2-methyl-3-quinolinyl)-2,4-dimethyl-pentanamide